N-[1-[4-(3-chloro-2-fluoro-anilino)pyrido[3,4-d]pyrimidin-6-yl]azetidin-3-yl]-N-methyl-prop-2-enamide ClC=1C(=C(NC=2C3=C(N=CN2)C=NC(=C3)N3CC(C3)N(C(C=C)=O)C)C=CC1)F